2-propenenitrile C(C=C)#N